5-(2-(1-methyl-1H-indazol-5-yl)phenyl)-3-methylenedihydrofuran-2(3H)-one CN1N=CC2=CC(=CC=C12)C1=C(C=CC=C1)C1CC(C(O1)=O)=C